C1(=CC=CC=C1)P(C1=CC=CC=C1)C1=CC=CC=C1.[Br-].FC1=CC=CC=C1 4-fluorobenzene bromide triphenylphosphine salt